IC1=C(C=NC=C1)NC(C)=O N-(4-iodopyridin-3-yl)acetamide